5-(2-amino-[1,2,4]triazolo[1,5-a]pyridin-7-yl)-4-fluoro-2-methylbenzoic acid trifluoroacetate salt FC(C(=O)O)(F)F.NC1=NN2C(C=C(C=C2)C=2C(=CC(=C(C(=O)O)C2)C)F)=N1